(R)-α-methyl-N-(2-propynyl)phenethylamine hydrochloride Cl.C[C@H](CC1=CC=CC=C1)NCC#C